(2S,4R)-4-(2-((4-(2-aminopyridin-3-yl)phenyl)amino)-2-oxoethyl)-1-(2-methylbenzofuro[3,2-d]pyrimidin-4-yl)pyrrolidine-2-carboxylic acid NC1=NC=CC=C1C1=CC=C(C=C1)NC(C[C@H]1C[C@H](N(C1)C=1C2=C(N=C(N1)C)C1=C(O2)C=CC=C1)C(=O)O)=O